Tert-butyl 5-[1-(2-amino-2-oxo-ethyl) prop-2-ynylcarbamoyl]-5,7-dihydropyrrolo[3,4-d]pyrimidine-6-carboxylate NC(CC(C#C)NC(=O)C1N(CC=2N=CN=CC21)C(=O)OC(C)(C)C)=O